3-chloro-1-((2-(trimethylsilyl)ethoxy)methyl)-1H-pyrazol-4-amine ClC1=NN(C=C1N)COCC[Si](C)(C)C